C(CCCCC)OC(CCCCCCCCCCC/C=C/CCO)OCCCCCC (3E)-16,16-dihexanyloxy-3-hexadecen-1-ol